6-(5-chloro-2-fluorophenyl)-N-[(2,4-dimethoxyphenyl)methyl]-3-[3-(methylsulfanyl)propoxy]pyridazin-4-amine ClC=1C=CC(=C(C1)C1=CC(=C(N=N1)OCCCSC)NCC1=C(C=C(C=C1)OC)OC)F